FC1=CC(=CC=2C(COC21)(C)C)C2=NC(=NC=C2)NC2=CC=C(C=N2)N2C(CN(CC2)C(=O)OC(C)(C)C)=O tert-butyl 4-(6-((4-(7-fluoro-3,3-dimethyl-2,3-dihydrobenzofuran-5-yl) pyrimidin-2-yl) amino) pyridin-3-yl)-3-oxopiperazine-1-carboxylate